CC(=N)C dimethylmethyleneimine